hexamethyldisilazane C[Si](C)(C)N[Si](C)(C)C